Cl.NC(C(=O)OC)CC1=CC(=CC=C1)C(F)(F)F Methyl 2-amino-3-[3-(trifluoromethyl)phenyl]propanoate hydrochloride